N-(5-(4-chloro-2H-1,2,3-triazol-2-yl)-2-fluoro-4-(trifluoromethyl)phenyl)-3-methyl-1-(5-methyl-1,3,4-oxadiazol-2-yl)-6-azabicyclo[3.1.1]heptane-6-carboxamide ClC1=NN(N=C1)C=1C(=CC(=C(C1)NC(=O)N1C2CC(CC1(C2)C=2OC(=NN2)C)C)F)C(F)(F)F